zinc-germanium-silver [Ag].[Ge].[Zn]